C1(=CC=CC=C1)C#CC1=CC=2C(C3=CC(=CC=C3C2C=C1)C#CC1=CC=CC=C1)CO 2,7-di(Phenylethynyl)-9-fluorenylmethanol